N-[2-(4,5-dichlorothiazol-2-yl)-2-(1-methylpyrazol-4-yl)propyl]-5-(2,4-difluorophenyl)isoxazole-3-carboxamide ClC=1N=C(SC1Cl)C(CNC(=O)C1=NOC(=C1)C1=C(C=C(C=C1)F)F)(C)C=1C=NN(C1)C